(S)-N-(4-bromo-2,5-difluorophenyl)-6-(methoxy-d3)-6-(trifluoromethyl)-4,5,6,7-tetrahydro-1H-indole-3-sulfonamide BrC1=CC(=C(C=C1F)NS(=O)(=O)C1=CNC=2C[C@@](CCC12)(C(F)(F)F)OC([2H])([2H])[2H])F